ClC1=C(C(=O)N(C)C)C=CC(=C1)NC=1C=2N(C=CN1)C(=CN2)C=2C(=NNC2)C(F)(F)F 2-chloro-N,N-dimethyl-4-[[3-[3-(trifluoromethyl)-1H-pyrazol-4-yl]imidazo[1,2-a]pyrazin-8-yl]amino]benzamide